3-[(3R)-4,4-difluorotetrahydrofuran-3-yl]-1-methyl-1-(4-pyridylmethyl)urea FC1([C@@H](COC1)NC(N(CC1=CC=NC=C1)C)=O)F